C1(CC1)N1[C@H](CN(CC1)C1CCN(CC1)C1=C(C=C(C(=C1)OC)NC1=NC=NC(=C1)N1OCC[C@@H]1C1=C(C(=CC=C1)C(F)(F)F)F)NC(C=C)=O)C N-(2-(4-((S)-4-cyclopropyl-3-methylpiperazin-1-yl)piperidin-1-yl)-5-((6-((R)-3-(2-fluoro-3-(trifluoromethyl)phenyl)isoxazolidin-2-yl)pyrimidin-4-yl)amino)-4-methoxyphenyl)acrylamide